OC(S(=O)O)C=1N(C(=CN1)[N+](=O)[O-])C hydroxy-(1-methyl-5-nitro-1H-imidazol-2-yl)-methanesulfinic acid